5-(3-(((S)-1-(1H-tetrazol-1-yl)propan-2-yl)oxy)-4-chlorophenyl)-N-(3-(3-ethoxypropoxy)-1-((1r,4r)-4-morpholinylcyclohexyl)-1H-pyrazol-4-yl)pyrimidin-2-amine N1(N=NN=C1)C[C@H](C)OC=1C=C(C=CC1Cl)C=1C=NC(=NC1)NC=1C(=NN(C1)C1CCC(CC1)N1CCOCC1)OCCCOCC